BrC1=CC=C(OCCN2CC(N(C[C@H]2C)C)=O)C=C1 (R)-4-[2-(4-bromophenoxy)ethyl]-1,5-dimethylpiperazin-2-one